FC1=C(C=CC(=N1)C(=O)NC)N1CCC(CC1)N1C2CC(C1)(C2)C2=NN1C(C(N2)=O)=C(C=C1)C(F)(F)F 6-fluoro-N-methyl-5-(4-(4-(4-oxo-5-(trifluoromethyl)-3,4-dihydropyrrolo[2,1-f][1,2,4]triazin-2-yl)-2-azabicyclo[2.1.1]hexan-2-yl)piperidin-1-yl)picolinamide